3-(6-oxo-heptyl)pyrrolidine-1-carboxylic acid (R)-tert-butyl ester C(C)(C)(C)OC(=O)N1CC(CC1)CCCCCC(C)=O